benzyl (2-amino-5-(1-methyl-1H-pyrazol-4-yl)nicotinoyl)-L-serinate NC1=C(C(=O)N[C@@H](CO)C(=O)OCC2=CC=CC=C2)C=C(C=N1)C=1C=NN(C1)C